COC=1C=CC2=C(C=NS2)C1 5-methoxybenzo[d]isothiazole